ClCCOCCOC1=CC=CC(=N1)NC=1C=C2C(=CN=C(C2=CN1)NC)C=1OC2=C(N1)C=C(C=C2)O 2-[6-[[6-[2-(2-chloroethoxy)ethoxy]-2-pyridyl]amino]-1-(methylamino)-2,7-naphthyridin-4-yl]-1,3-benzoxazol-5-ol